(S)-1,3-dimethyl-N-(6-(5-(methyl-d3)-1,2,4-oxadiazol-3-yl)-2,3-dihydrobenzofuran-3-yl)-1H-pyrazole-4-carboxamide CN1N=C(C(=C1)C(=O)N[C@@H]1COC2=C1C=CC(=C2)C2=NOC(=N2)C([2H])([2H])[2H])C